1-(3-((6-bromopyridin-2-yl)oxy)propyl)-6-iodo-1H-benzo[d][1,2,3]triazole BrC1=CC=CC(=N1)OCCCN1N=NC2=C1C=C(C=C2)I